[Cr](=O)(=O)([O-])[O-].[Zn+2].[Cu+2].[Cr](=O)(=O)([O-])[O-] copper-zinc chromate